FC=1C=C(C=2C=NN(C2C1F)C1OCCCC1)C(=O)C=1C(=C2C=CC=NC2=C(C1)OC(F)(F)F)/N=C/N(C)C (E)-N'-[6-[6,7-difluoro-1-(oxan-2-yl)indazole-4-carbonyl]-8-(trifluoromethoxy)quinolin-5-yl]-N,N-dimethylmethanimidamide